FC1=CC=C(C=C1)[C@H]1N(N(C(C1)O)C(=O)OC(C)(C)C)S(=O)(=O)C1=CC=C(C=C1)[N+](=O)[O-] tert-butyl (3S)-3-(4-fluorophenyl)-5-hydroxy-2-((4-nitrophenyl)sulfonyl)pyrazolidine-1-carboxylate